(2-methyl-5,6-dihydroimidazo[1,2-a]pyrazin-7(8H)-yl)(3-(pyrazolo[1,5-a]pyridin-5-yl)-1H-pyrrolo[2,3-b]pyridin-5-yl)methanone CC=1N=C2N(CCN(C2)C(=O)C=2C=C3C(=NC2)NC=C3C3=CC=2N(C=C3)N=CC2)C1